FS(=O)(=O)OC=1C=C(N[C@H]2CN(CCC2)C(=O)OC(C)(C)C)C=CC1 tert-butyl (3R)-3-(3-fluorosulfonyloxyanilino)piperidine-1-carboxylate